(S)-(4-(7-fluorobenzo[d]oxazol-2-yl)-6,7-dihydro-1H-imidazo[4,5-c]pyridin-5(4H)-yl)(2-(1-methyl-1H-pyrazol-4-yl)-4-(trifluoromethyl)oxazol-5-yl)methanone FC1=CC=CC=2N=C(OC21)[C@H]2N(CCC1=C2N=CN1)C(=O)C1=C(N=C(O1)C=1C=NN(C1)C)C(F)(F)F